O1C=C(C2=C1C=CC=C2)C=2C=C(OC2)C(CCC(=O)N)=O 4-(4-(benzofuran-3-yl)furan-2-yl)-4-oxobutanamide